ClC=1C=C(C=CC1)C(CO)NC(=O)C1=CN(C=C1)C1=NC(=NC=C1C)NC1=CC(=C(C=C1)C1CCNCC1)F N-(1-(3-chlorophenyl)-2-hydroxyethyl)-1-(2-((3-fluoro-4-(piperidin-4-yl)phenyl)amino)-5-methylpyrimidin-4-yl)-1H-pyrrole-3-carboxamide